[Ir+3].C1(=CC=CC2=CC=CC=C12)C1=NC(=NC(=C1)C1=CC=CC2=CC=CC=C12)C(C(C(C)(C)C)=O)(C(C(C)(C)C)=O)C1=NC(=CC(=N1)C1=CC=CC2=CC=CC=C12)C1=CC=CC2=CC=CC=C12 bis[4,6-bis(naphthalen-1-yl)pyrimidinyl](di-pivaloylmethane) iridium (III)